methyl 3-amino-6-bromo-2',3'-dichloro-2-fluoro-[1,1'-biphenyl]-4-carboxylate NC=1C(=C(C(=CC1C(=O)OC)Br)C1=C(C(=CC=C1)Cl)Cl)F